tert-butyl 3-(5-cyano-4-methylpyridin-3-yl)azetidine-1-carboxylate C(#N)C=1C(=C(C=NC1)C1CN(C1)C(=O)OC(C)(C)C)C